t-butyl (2S,SR)-5-(hydroxymethyl)-2-methylpiperazin-1-carboxylate OC[C@H]1NC[C@@H](N(C1)C(=O)OC(C)(C)C)C |&1:2|